1-[(1R)-1-[bis(3,5-dimethylphenyl)phosphino]ethyl]-2-(di-2-furylphosphino)ferrocene CC=1C=C(C=C(C1)C)P([C@H](C)[C-]1C(=CC=C1)P(C=1OC=CC1)C=1OC=CC1)C1=CC(=CC(=C1)C)C.[CH-]1C=CC=C1.[Fe+2]